FC1(S(OC1(S(F)(F)(F)(F)C1=CC=C(C=C1)F)F)(=O)=O)F 3,3,4-trifluoro-4-(p-fluorophenyltetrafluoro-λ6-sulfanyl)-1,2-oxathietane-2,2-dioxide